CC(C)(C)OC(=O)NCC(=O)N(C)OC N-Boc-glycine N'-methoxy-N'-methylamide